3-({3-[(2S)-2-(4-chlorophenyl)-2-hydroxyethyl]-1,2,4-oxadiazol-5-yl}methyl)-6-(difluoromethyl)-1-{[2-(trimethylsilyl)ethoxy]methyl}pyrimidine-2,4-dione ClC1=CC=C(C=C1)[C@H](CC1=NOC(=N1)CN1C(N(C(=CC1=O)C(F)F)COCC[Si](C)(C)C)=O)O